ClC1=C(C=CC=C1)[C@@H](C)OC(=O)NC1=C(N=NN1C)C1=CC=C(C(=N1)C)NC(=O)[C@@H]1C([C@H]1C(=O)O)(F)F Trans-3-((6-(5-((((R)-1-(2-chlorophenyl)ethoxy)carbonyl)amino)-1-methyl-1H-1,2,3-triazol-4-yl)-2-methylpyridin-3-yl)carbamoyl)-2,2-difluoro-cyclopropane-1-carboxylic acid